10-ethyl-2-methoxy-10H-phenoselenazine C(C)N1C2=CC=CC=C2[Se]C=2C=CC(=CC12)OC